N1C(C=C2N1C=CN=C2)C(=O)[O-] pyrazolo[1,5-a]pyrazine-2(1H)-carboxylate